ClC1=C(C(=C(C=C1OC)OC)Cl)N1C(N(C2=NC(=NC=C2C1)S(=O)(=O)C)C1CC2(C1)CCN(CC2)C(=O)OC(C)(C)C)=O tert-butyl 2-(3-(2,6-dichloro-3,5-dimethoxyphenyl)-7-(methylsulfonyl)-2-oxo-3,4-dihydropyrimido[4,5-d]pyrimidin-1(2H)-yl)-7-azaspiro[3.5]nonane-7-carboxylate